C(C)(=O)N[C@H]1C(O)(O[C@@H]([C@@H]([C@@H]1O)O)CO)N=[N+]=[N-] N-acetyl-azidogalactosamine